(2S,3R,4R,5S,6R)-2-[4-chloro-3-[(3-fluoro-4-hydroxy-phenyl)methyl]phenyl]-6-methylsulfanyl-tetrahydropyran-3,4,5-triol ClC1=C(C=C(C=C1)[C@@H]1O[C@@H]([C@H]([C@@H]([C@H]1O)O)O)SC)CC1=CC(=C(C=C1)O)F